diethyl (N-methoxy-N-methylcarbamoylmethyl)phosphonate CCOP(=O)(CC(=O)N(C)OC)OCC